(Sa)-2-(6-(5-chloro-1-((5-(3-fluoro-5-methoxyphenyl)pyrazin-2-yl)methyl)-1H-indazole-7-carboxamido)spiro[3.3]heptane-2-yl)acetic acid ClC=1C=C2C=NN(C2=C(C1)C(=O)NC1CC2(CC(C2)CC(=O)O)C1)CC1=NC=C(N=C1)C1=CC(=CC(=C1)OC)F